CN1CCC(=CC1)C1=CC=C(N=N1)C=1C(=CC2=CC(=CC=C2C1)O)O 3-(6-(1-methyl-1,2,3,6-tetrahydropyridin-4-yl)pyridazin-3-yl)naphthalen-2,7-diol